C(CCCCCCC)(=O)OCC(COC(CCCCCCC)=O)CCCCC(=O)OCCCC(CCCCCCCCCCCC)OC(=O)C1(CCN(CC1)C)C 2-(5-((4-((1,4-dimethylpiperidine-4-carbonyl)oxy)hexadecyl)oxy)-5-oxopentyl)propane-1,3-diyl dioctanoate